(R)-4-(1-acetylpiperazin-2-yl)-6-chloro-6'-fluoro-N-methyl-[2,4'-bipyridine]-2'-carboxamide C(C)(=O)N1[C@@H](CNCC1)C1=CC(=NC(=C1)Cl)C1=CC(=NC(=C1)F)C(=O)NC